CS(=O)(=O)C1=C(C=CC(=C1)C(F)(F)F)C(=O)C=1C(=NN(C1O)C)C 5-hydroxy-1,3-dimethyl-1H-pyrazol-4-yl 2-(methylsulfonyl)-4-(trifluoromethyl)phenyl ketone